2-(6-bromo-3-iodo-indol-1-yl)ethanol BrC1=CC=C2C(=CN(C2=C1)CCO)I